L-5-benzyl glutamate N[C@@H](CCC(=O)OCC1=CC=CC=C1)C(=O)[O-]